Bocpiperazine C(=O)(OC(C)(C)C)N1CCNCC1